1-(5-chloro-2-tetrahydropyran-4-yl-3-pyridyl)piperazine ClC=1C=C(C(=NC1)C1CCOCC1)N1CCNCC1